4-methyl-4'-(pentyloxy)-1,1'-biphenyl CC1=CC=C(C=C1)C1=CC=C(C=C1)OCCCCC